FC(S(=O)(=O)OC(C(=O)[O-])C)(F)F 2-(((trifluoromethyl)sulfonyl)oxy)propanoate